OC1=CC=C2CCCC3(CCC=4C(=NC(=NC4C3)OC[C@H]3N(CCC3)C)N3C[C@@H](N(CC3)C)CC#N)C2=C1 2-((2S)-4-(7-hydroxy-2'-(((S)-1-methylpyrrolidin-2-yl)methoxy)-3,4,5',8'-tetrahydro-2H,6'H-spiro[naphthalene-1,7'-quinazolin]-4'-yl)-1-methylpiperazin-2-yl)acetonitrile